2-(3-chloro-2-(4-methylaminopiperidin-1-yl)anilino)benzoic acid ClC=1C(=C(NC2=C(C(=O)O)C=CC=C2)C=CC1)N1CCC(CC1)NC